COC1=CC=C(CN2C(C(CCC2=O)N2C(N(C3=C2C=CC(=C3)B(O)O)C)=O)=O)C=C1 (1-(1-(4-Methoxybenzyl)-2,6-dioxopiperidin-3-yl)-3-methyl-2-oxo-2,3-dihydro-1H-benzo[d]imidazol-5-yl)boronic acid